myristoylaminopropionic acid C(CCCCCCCCCCCCC)(=O)NC(C(=O)O)C